undecamethylene-bis(iodoacetamide) IC(C(=O)N)CCCCCCCCCCCC(C(=O)N)I